trimethylolpropane azelate C(CCCCCCCC(=O)O)(=O)O.C(O)C(CC)(CO)CO